spiro[3.3]heptane-2-ylcarboxylate C1C(CC12CCC2)C(=O)[O-]